1-(4-(methoxymethoxy)-3-(4,4,5,5-tetramethyl-1,3,2-dioxaborolan-2-yl)phenyl)ethanone COCOC1=C(C=C(C=C1)C(C)=O)B1OC(C(O1)(C)C)(C)C